(6Z,9Z,19Z,22Z)-Octacosa-6,9,19,22-tetraene-14,15-diol CCCCC\C=C/C\C=C/CCCC(C(CCC\C=C/C\C=C/CCCCC)O)O